tert-butyl (1-cyano-2-(2-oxo-1,2-dihydropyridin-3-yl)ethyl)carbamate C(#N)C(CC=1C(NC=CC1)=O)NC(OC(C)(C)C)=O